1-isopropyl-3-p-tolyl-1H-pyrazolo[3,4-d]pyrimidin-4-amine C(C)(C)N1N=C(C=2C1=NC=NC2N)C2=CC=C(C=C2)C